[C@H]12[C@H](C[C@H](CC1)O2)OC2=NN=C(S2)NC(=O)C=2C=NC(=CC2C2=CC(=NC=C2OC)Cl)C |r| rac-N-(5-(((1R,2S,4S)-7-oxabicyclo(2.2.1)heptan-2-yl)oxy)-1,3,4-thiadiazol-2-yl)-2'-chloro-5'-methoxy-6-methyl-(4,4'-bipyridine)-3-carboxamide